C1(CC1)C#CC1=NC=CC(=C1)COC=1C(=NC=C(N1)C1=CC(=C2CCN(CC2=C1)C)C)N 3-((2-(cyclopropylethynyl)pyridin-4-yl)methoxy)-5-(2,5-dimethyl-1,2,3,4-tetrahydroisoquinolin-7-yl)pyrazin-2-amine